cetyl-trimethylammonium chloride [Cl-].C(CCCCCCCCCCCCCCC)[N+](C)(C)C